8-(2-chloro-6-methoxyphenyl)-9-(4-((1-(3-fluoropropyl)azetidin-3-yl)methyl)phenyl)-6,7-dihydro-5H-benzo[7]annulene-3-carboxylic acid ClC1=C(C(=CC=C1)OC)C=1CCCC2=C(C1C1=CC=C(C=C1)CC1CN(C1)CCCF)C=CC(=C2)C(=O)O